N-(allyloxycarbonyl)tryptophan C(C=C)OC(=O)N[C@@H](CC1=CNC2=CC=CC=C12)C(=O)O